SCCC(=O)OCCCCCC Hexyl 3-Mercaptopropionate